FC1=CC=C(C=C1)C(N1CCN(CC1)C1=CC(=C(C(=O)NS(=O)(=O)C2=CC(=C(C=C2)NCC2CCOCC2)[N+](=O)[O-])C=C1)OC=1C=C2C=CNC2=CC1)C1=CC=C(C=C1)F 4-[4-[bis(4-fluorophenyl)methyl]piperazin-1-yl]-2-(1H-indol-5-yloxy)-N-[3-nitro-4-(tetrahydropyran-4-ylmethylamino)phenyl]sulfonyl-benzamide